ClC=1C(=NC(=NC1)NC1=C(C=C(C(=C1)C)C1CCNCC1)OC(C)C)NC1=C(C=CC=C1)S(=O)(=O)C(C)C 5-chloro-2-N-(5-methyl-4-piperidin-4-yl-2-prop-2-yloxyphenyl)-4-N-(2-prop-2-ylsulfonylphenyl)pyrimidine-2,4-diamine